FC(S(=O)(=O)C=1C=C(C(=O)O)C=CC1)F 3-[(difluoromethyl)sulfonyl]benzoic acid